((R)-3-methylpiperazin-1-yl)methanone hydrochloride Cl.C[C@@H]1CN(CCN1)C=O